CN(C(OCC1=CC=CC=C1)=O)CC1=NC2=C(C(NC=C2)=O)N1 benzyl methyl((4-oxo-4,5-dihydro-3H-imidazo[4,5-c]pyridin-2-yl)methyl)carbamate